C(C)(C)C1=C(NC2=CC=C(C=C12)C1CCNCC1)C=1C=C(C(N(C1)C)=O)C#N 5-(3-isopropyl-5-(piperidin-4-yl)-1H-indol-2-yl)-1-methyl-2-oxo-1,2-dihydropyridine-3-carbonitrile